tert-butyl 4-[[4-[[2-(1-tert-butoxycarbonyl-2,6-dioxo-3-piperidyl)-1,3-dioxo-isoindolin-5-yl]carbamoyl]phenyl]methyl]piperazine-1-carboxylate C(C)(C)(C)OC(=O)N1C(C(CCC1=O)N1C(C2=CC=C(C=C2C1=O)NC(=O)C1=CC=C(C=C1)CN1CCN(CC1)C(=O)OC(C)(C)C)=O)=O